L-2-thienylalanine S1C(=CC=C1)N[C@@H](C)C(=O)O